8-(4-cyano-2-methylphenyl)-9-(4-((1-(3-fluoropropyl)azetidin-3-yl)methyl)phenyl)-6,7-dihydro-5H-benzo[7]annulene-3-carboxylic acid hydrochloride Cl.C(#N)C1=CC(=C(C=C1)C=1CCCC2=C(C1C1=CC=C(C=C1)CC1CN(C1)CCCF)C=CC(=C2)C(=O)O)C